Benzyl 8-(3-(trifluoromethyl)phenyl)-1,3,4,5-tetrahydro-2H-1,5-methanobenzo[c]azepine-2-carboxylate FC(C=1C=C(C=CC1)C=1C=CC2=C(C3N(CCC2C3)C(=O)OCC3=CC=CC=C3)C1)(F)F